FC1=C(C=C(C(=C1)F)OCC[S@@](=O)C)N1CCN(CC1)CCNC(OC(C)(C)C)=O tert-butyl (S)-(2-(4-(2,4-difluoro-5-(2-(methylsulfinyl)ethoxy)-phenyl)piperazin-1-yl)ethyl)carbamate